tert-Butyl (R)-3-(2-oxoethyl)pyrrolidine-1-carboxylate O=CC[C@@H]1CN(CC1)C(=O)OC(C)(C)C